(S)-N1-(1-(2-(2-adamantylamino)-2-oxoethyl)-2-oxo-1,2-dihydropyridin-3-yl)-N6-methyl-5-oxo-2-(1H-1,2,4-triazole-3-carboxamido)hexanediamide C12C(C3CC(CC(C1)C3)C2)NC(CN2C(C(=CC=C2)NC([C@H](CCC(C(=O)NC)=O)NC(=O)C2=NNC=N2)=O)=O)=O